Palladium(II) diacetate O=C(C)O[Pd]OC(=O)C